(((((phosphonomethyl)azanediyl)bis(ethane-2,1-diyl))bis(azanetriyl))tetrakis(methylene))-tetrakis(phosphonic acid) P(=O)(O)(O)CN(CCN(CP(O)(O)=O)CP(O)(O)=O)CCN(CP(O)(O)=O)CP(O)(O)=O